The molecule is a member of the class of cyclobutadipyrimidines that is hexahydro-1,3,6,8-tetraazabiphenylene-2,4,5,7-tetrone carrying two additional methyl substituents at positions 4a and 4b. It has a role as a Mycoplasma genitalium metabolite. CC12C(C3C1(C(=O)NC(=O)N3)C)NC(=O)NC2=O